6-hydroxyhexyl 2-(cyclopentylmethyl)decanoate C1(CCCC1)CC(C(=O)OCCCCCCO)CCCCCCCC